C(C)N(C(OC(C)(C)C)=O)CCCO tert-Butyl ethyl(3-hydroxypropyl)carbamate